rac-3-(1-isopropyl-3-methylpiperidin-3-yl)-5-(piperidin-1-ylmethyl)-5,6-dihydro-1,4,2-dioxazine C(C)(C)N1CC(CCC1)(C)C1=NOCC(O1)CN1CCCCC1